6-Chloro-8-(2,3-dihydro-benzofuran-5-yl)-1-methyl-9H-pyrido(3,4-b)indole ClC=1C=C2C3=C(NC2=C(C1)C=1C=CC2=C(CCO2)C1)C(=NC=C3)C